ClC1=CC=C2C(=CNC2=C1F)S(=O)(=O)NC1=NC=C(C(=N1)OC)OC(C(F)([2H])[2H])([2H])[2H] 6-chloro-7-fluoro-N-[4-methoxy-5-(1,1,2,2-tetradeuterio-2-fluoro-ethoxy)pyrimidin-2-yl]-1H-indole-3-sulfonamide